N1=CC=CC=C1.N1=CC=CC=C1.[Co+3] cobalt(III) bis-pyridine